1-decylammonium bromide [Br-].C(CCCCCCCCC)[NH3+]